O(C1=CC=CC=C1)C1CN(CC1)C(=O)OC(C)(C)C tert-butyl 3-phenoxypyrrolidine-1-carboxylate